1-(3-Methoxypyridin-2-yl)ethan-1-one COC=1C(=NC=CC1)C(C)=O